1,7-bis(4-bromophenyl)heptane BrC1=CC=C(C=C1)CCCCCCCC1=CC=C(C=C1)Br